(S)-N-acetoxy-5-(((tert-butylsulfinyl)amino)methyl)-2-(trifluoromethyl)thiophene-3-carboximidamide C(C)(=O)ONC(=N)C1=C(SC(=C1)CN[S@@](=O)C(C)(C)C)C(F)(F)F